3-(2-fluorophenoxy)-N-(1-(2-(3-methyl-3-(4-methyl-2-nitrophenoxy)piperidin-1-yl)-2-oxoethyl)-1H-pyrazol-4-yl)propanamide FC1=C(OCCC(=O)NC=2C=NN(C2)CC(=O)N2CC(CCC2)(OC2=C(C=C(C=C2)C)[N+](=O)[O-])C)C=CC=C1